Guanidinohexanoic acid N(C(=N)N)C(C(=O)O)CCCC